FC1=C(C(=CC=C1)OC)C=1C=CC2=C(N(N=C2C1)C)N1CCN(CC1)C(C=C)=O 1-(4-(6-(2-fluoro-6-methoxyphenyl)-2-methyl-2H-indazol-3-yl)piperazin-1-yl)prop-2-en-1-one